F[B-](F)(F)F.F[B-](F)(F)F.FC(C1=CC=C(C=C1)C1=C[N+]2=C(C3=[N+]1C=CC=C3)C=CC=C2)(F)F 6-[4-(Trifluoromethyl)phenyl]dipyrido[1,2-a:2',1'-c]pyrazine-5,8-diium bis(tetrafluoroborate)